N1=CC(=CC=C1)CN 3-picolylamine